N-hydroxy-2-(4-(((2-(4-methoxyphenyl)cyclopropyl)amino)methyl)piperidin-1-yl)pyrimidine ON1C(N=CC=C1)N1CCC(CC1)CNC1C(C1)C1=CC=C(C=C1)OC